Ethyl (1-(3-aminopyridin-2-yl)ethyl)glycinate NC=1C(=NC=CC1)C(C)NCC(=O)OCC